C(C)(C)(C)OC(=O)N1CCC(CC1)CN1C(=NC=2C1=C1C(=[N+](C2)[O-])C=C(S1)C)CCCC 1-((1-(tert-butoxycarbonyl)piperidin-4-yl)methyl)-2-butyl-7-methyl-1H-imidazo[4,5-d]thieno[3,2-b]pyridine-5-oxide